ClC=1C=C(C=C(C1O)F)C=1N=C2C(=C(C=NC2=CC1)C(=O)C1CC1)N[C@@H]1CC[C@H](CC1)CN(C)C (6-(3-chloro-5-fluoro-4-hydroxyphenyl)-4-(trans-4-((dimethylamino)methyl)-cyclohexylamino)-1,5-naphthyridin-3-yl)(cyclopropyl)methanone